benzyl 3-((tert-butoxycarbonyl)amino)-5-(hydroxymethyl)piperidine-1-carboxylate C(C)(C)(C)OC(=O)NC1CN(CC(C1)CO)C(=O)OCC1=CC=CC=C1